2-(4-chloro-3-fluoro-phenoxy)-N-[1-(1H-triazol-4-yl)-3-bicyclo[1.1.1]pentanyl]acetamide ClC1=C(C=C(OCC(=O)NC23CC(C2)(C3)C=3N=NNC3)C=C1)F